6-(4-aminopiperidin-1-yl)-4-(4-cyano-3-fluorophenyl)-1'-methyl-2'-oxo-1',2'-dihydro-[3,4'-bipyridine]-5-carbonitrile hydrochloride Cl.NC1CCN(CC1)C1=C(C(=C(C=N1)C1=CC(N(C=C1)C)=O)C1=CC(=C(C=C1)C#N)F)C#N